C(C)(C)N1N=CC(=C1)CN1C[C@H](N(CC1)C1CC2(C1)CCN(CC2)C2=CC=C(C(=O)N)C=C2)C2=C(C=CC=C2)C(C)C 4-(2-((R)-4-((1-isopropyl-1H-pyrazol-4-yl)methyl)-2-(2-isopropylphenyl)piperazin-1-yl)-7-azaspiro[3.5]nonan-7-yl)benzamide